N-(5-Cyclopropyl-2-(4-hydroxy-4-methylpiperidin-1-yl)pyridin-3-yl)-5-(tetrahydro-2H-pyran-4-yl)furan-2-carboxamide C1(CC1)C=1C=C(C(=NC1)N1CCC(CC1)(C)O)NC(=O)C=1OC(=CC1)C1CCOCC1